FC1(CCN(CC1)CC1=C(C=C(C(=O)NC2=CC=C(C=C2)C2C(NC(CC2)=O)=O)C=C1)F)F 4-((4,4-difluoropiperidin-1-yl)methyl)-N-(4-(2,6-dioxopiperidin-3-yl)phenyl)-3-fluorobenzamide